NC1=NC=C(C2=C1C(=NN2C)C2=CC(=C(C=C2)NS(=O)(=O)CC)F)C=2C=NN(C2)C2CCN(CC2)C(=O)OC(C)(C)C tert-butyl 4-{4-[4-amino-3-(4-ethanesulfonamido-3-fluorophenyl)-1-methyl-1H-pyrazolo[4,3-c]pyridin-7-yl]-1H-pyrazol-1-yl}piperidine-1-carboxylate